2,2-dimethyl-3-hexanone CC(C)(C(CCC)=O)C